3-vinyl-1H-imidazol-3-ium bromide [Br-].C(=C)[N+]1=CNC=C1